5-(4-bromophenyl)-4-methyl-2,4-dihydro-3H-1,2,4-triazol-3-one BrC1=CC=C(C=C1)C=1N(C(NN1)=O)C